BrC1=CC=CC=2N3C(OC21)(CCC3=O)C3=CC=C(C=C3)Cl 5-bromo-3a-(4-chlorophenyl)-3,3a-dihydrobenzo[d]Pyrrolo[2,1-b]Oxazol-1(2H)-one